CP(OCC)(OC1=C(C(=CC(=C1)CCCCC)OP(OCC)(=O)C)C1=C(C=CC(=C1)C)C(=C)C)=O diethyl (5'-methyl-4-pentyl-2'-(prop-1-en-2-yl)-[1,1'-biphenyl]-2,6-diyl) bis(methylphosphonate)